(((2-methylcyclopropenyl)methoxy)carbonyl)-lysine CC1=C(C1)COC(=O)N[C@@H](CCCCN)C(=O)O